N-[5-(aminosulfonyl)-4-methyl-1,3-thiazol-2-yl]-N-methyl-2-[4-(2-pyridinyl)phenyl]-acetamide monomesylate monohydrate O.S(C)(=O)(=O)O.NS(=O)(=O)C1=C(N=C(S1)N(C(CC1=CC=C(C=C1)C1=NC=CC=C1)=O)C)C